The molecule is a hydroxylysine that is lysine substituted by a hydroxy group at position 5. It is a conjugate base of a 5-hydroxylysinium. It is a conjugate acid of a 5-hydroxylysinate. C(CC(C(=O)O)N)C(CN)O